5-(5-Fluoro-3-((2S,4R,6R)-1,2,6-trimethylpiperidin-4-yl)cinnolin-7-yl)-2,7-dimethyloxazolo[5,4-b]pyridine FC1=C2C=C(N=NC2=CC(=C1)C1=CC(=C2C(=N1)OC(=N2)C)C)C2C[C@@H](N([C@@H](C2)C)C)C